CNC(C1=NC=C(C=C1)N1C[C@@H]2N(CC=3C(=NC=4C=C(C(NC4C3)=O)C)OCC2)CC1)=O (R)-N-methyl-5-(10-methyl-11-oxo-1,2,4,4a,5,6,11,14-octahydro-3H,12H-pyrazino[1',2':5,6][1,5]oxazocino[2,3-b][1,5]naphthyridin-3-yl)picolinamide